CC1OC(CN(C1)C1=C(C=C(C=N1)NC=1C=CC2=C(OCC(N2C)=O)C1)C)C 7-((6-(2,6-dimethylmorpholino)-5-methylpyridin-3-yl)amino)-4-methyl-2H-benzo[b][1,4]oxazin-3(4H)-one